N-cyclopropyl-3-(2-((1-hydroxy-2-methylpropan-2-yl)amino)-4'-methyl-[3,3'-bipyridin]-5-yl)-4-methylbenzamide C1(CC1)NC(C1=CC(=C(C=C1)C)C=1C=C(C(=NC1)NC(CO)(C)C)C=1C=NC=CC1C)=O